ClC1=CC(=C(C=C1OC)C#CC1(CC1)NC(=O)N1CCNCC1)C1(CC1)C N-(1-((4-chloro-5-methoxy-2-(1-methylcyclopropyl)phenyl)ethynyl)-cyclopropyl)piperazine-1-carboxamide